[Sn+4].[O-]P([O-])(=O)OP(=O)([O-])[O-] diphosphate tin